O=C1C=2C(NC=C1)=NNC2 4-oxo-2,4-dihydro-7H-pyrazolo[3,4-b]pyridin